OCCOCCOCCOCCOCCOCCOCCOCCC(=O)OC(C)(C)C tert-butyl 1-hydroxy-3,6,9,12,15,18,21-heptaoxatetracosan-24-oate